C1=NC=C(C2=CC=CC=C12)N1C(NC=2CC[C@H](CC2C1=O)C(F)(F)F)=O |r| Racemic-3-(isoquinolin-4-yl)-6-(trifluoromethyl)-5,6,7,8-tetrahydroquinazoline-2,4(1H,3H)-dione